cyclobutyl-N-[3-(difluoromethoxy)-4-{[(3S)-3-(2-hydroxypropan-2-yl)piperidin-1-yl](2H2)methyl}phenyl]-1-methyl-1H-pyrazole-4-carboxamide C1(CCC1)C1=NN(C=C1C(=O)NC1=CC(=C(C=C1)C([2H])([2H])N1C[C@H](CCC1)C(C)(C)O)OC(F)F)C